(R*)-N7-Methyl-N5-((1S,2S)-2-methylcyclopropyl)-3-(tetrahydro-2H-pyran-4-yl)-2,3-dihydrobenzofuran-5,7-dicarboxamid CNC(=O)C1=CC(=CC=2[C@H](COC21)C2CCOCC2)C(=O)N[C@@H]2[C@H](C2)C |o1:9|